C(C)(C)(C)OC(=O)C1(CC2CCC(C1)O2)O 3-hydroxy-8-oxabicyclo[3.2.1]octane-3-carboxylic acid tert-butyl ester